7-Hydroxy-6,7-dihydro-5H-cyclopenta[b]pyridine-3-carbonitrile OC1CCC=2C1=NC=C(C2)C#N